COC1=CC=C(C=C1)C=1C(C2=CC3=CC(=CC=C3C2=CC1)C1=CC=C(C=C1)OC)=O 2,7-di(4-methoxyphenyl)-fluorenone